7-((5-(4-hydroxy-4-((4-methylpiperazin-1-yl)methyl)piperidin-1-yl)pyridin-2-yl)amino)-4-(imidazo[1,2-a]pyrazin-3-yl)isoindolin-1-one OC1(CCN(CC1)C=1C=CC(=NC1)NC=1C=CC(=C2CNC(C12)=O)C1=CN=C2N1C=CN=C2)CN2CCN(CC2)C